CC(C)[C@H]1CN(CCN1)C=1N=NC(=CN1)C1=C(C=C(C=C1)C1=NC=CC=N1)O 2-{3-[(3S)-3-(propan-2-yl)piperazin-1-yl]-1,2,4-triazin-6-yl}-5-(pyrimidin-2-yl)phenol